(3S)-5-oxo-N-((3-(trifluoromethyl)phenyl)(4-(trifluoromethyl)phenyl)methyl)pyrrolidine-3-carboxamide O=C1C[C@@H](CN1)C(=O)NC(C1=CC=C(C=C1)C(F)(F)F)C1=CC(=CC=C1)C(F)(F)F